Tert-Butyl 3-oxo-2-((6-phenylpyridin-2-yl)methyl)piperidine-1-carboxylate O=C1C(N(CCC1)C(=O)OC(C)(C)C)CC1=NC(=CC=C1)C1=CC=CC=C1